tert-butyl (1R,3s,5S)-3-((6-(4-(1-methyl-1H-1,2,3-triazol-4-yl)-1-((2-(trimethyl silyl) ethoxy)methyl)-1H-indazol-7-yl)pyridazin-3-yl)amino)-8-azabicyclo[3.2.1]octane-8-carboxylate CN1N=NC(=C1)C1=C2C=NN(C2=C(C=C1)C1=CC=C(N=N1)NC1C[C@H]2CC[C@@H](C1)N2C(=O)OC(C)(C)C)COCC[Si](C)(C)C